C(#C)C1=CC(N(C=2N=C(N=CC21)NC2=CC=C(C=C2)N2CCN(CC2)C)C(C)C)=O 5-Ethynyl-8-isopropyl-2-{[4-(4-methylpiperazin-1-yl)phenyl]amino}pyrido[2,3-d]pyrimidin-7-one